water Silicon [Si].O